(R)-5-((2-isopropyl-1,4-diazepan-1-yl)sulfonyl)-1-methoxyisoquinoline C(C)(C)[C@H]1N(CCCNC1)S(=O)(=O)C1=C2C=CN=C(C2=CC=C1)OC